CC(CN1CC2(CNC2)C1)(C)C 6-(2,2-dimethylpropyl)-2,6-diazaspiro[3.3]Heptane